N-tert-butyloxy-hydroxy-3-(4-imidazol-1-ylmethyl-phenyl)-5-isobutylthiophene-2-sulfonamide C(C)(C)(C)ONS(=O)(=O)C=1SC(=C(C1C1=CC=C(C=C1)CN1C=NC=C1)O)CC(C)C